CC(C1=CC=CC=C1O)(N)C 6-(dimethyl-aminomethyl)phenol